NC1=NC(=C2C(=N1)NN=C2)NNC(=O)C2=NC=CC=C2 N'-(6-amino-1H-pyrazolo[3,4-d]pyrimidin-4-yl)pyridine-2-carbohydrazide